(E)-1-(3-(4-bromophenyl)acryloyl)-N-(6-methoxypyridin-3-yl)piperidine-4-carboxamide BrC1=CC=C(C=C1)/C=C/C(=O)N1CCC(CC1)C(=O)NC=1C=NC(=CC1)OC